(8R)-5,6,7,8-tetrahydro-8-methyl-3-(3-methyl-1,2,4-thiadiazol-5-yl)-1,2,4-triazolo[4,3-a]pyrazine C[C@@H]1C=2N(CCN1)C(=NN2)C2=NC(=NS2)C